ethyl 6-(trifluoromethyl)-1H-indole-2-carboxylate FC(C1=CC=C2C=C(NC2=C1)C(=O)OCC)(F)F